(E)-N'-(4-(Benzyloxy)-3,5-difluoro-2-iodobenzylidene)-4-methylbenzenesulfonohydrazide C(C1=CC=CC=C1)OC1=C(C(=C(\C=N\NS(=O)(=O)C2=CC=C(C=C2)C)C=C1F)I)F